C(=O)C1SSSS1 formyltetrathiolane